4-(5-bromo-6-methylpyridin-2-yl)-1H-imidazole-5-carboxylic acid ethyl ester C(C)OC(=O)C1=C(N=CN1)C1=NC(=C(C=C1)Br)C